2-(3-(((1S,2R,3R,5R)-2-fluoro-1-methyl-8-azabicyclo[3.2.1]octan-3-yl)(methyl)amino)-1,2,4-triazin-6-yl)-5-(1H-imidazol-1-yl)phenol F[C@H]1[C@@]2(CC[C@H](C[C@H]1N(C=1N=NC(=CN1)C1=C(C=C(C=C1)N1C=NC=C1)O)C)N2)C